3-(6,7-dihydroimidazo[1,2-a]pyrimidin-8(5H)-yl)-7,8-dihydro-1,6-naphthyridin N=1C=CN2C1N(CCC2)C=2C=NC=1CCN=CC1C2